(1s,4s)-4-(2-(2,2-difluoro-3-hydroxypropylamino)-8-(2,4,6-trichlorophenylamino)-9H-purin-9-yl)cyclohexanecarboxamide FC(CNC1=NC=C2N=C(N(C2=N1)C1CCC(CC1)C(=O)N)NC1=C(C=C(C=C1Cl)Cl)Cl)(CO)F